tert-butyl (5-(methoxy(methyl)carbamoyl)bicyclo[3.1.1]heptan-1-yl)carbamate CON(C(=O)C12CCCC(C1)(C2)NC(OC(C)(C)C)=O)C